FC(F)(F)SC1CN(CC1)C(=O)OCCCC butyl 3-[(trifluoromethyl)sulfanyl]pyrrolidine-1-carboxylate